4-((3-fluoropyridin-2-yl)thio)-6-(1-(1-(1-methoxypropan-2-yl)piperidin-4-yl)-5-methyl-1H-pyrazol-4-yl)pyrazolo[1,5-a]pyridine-3-carbonitrile FC=1C(=NC=CC1)SC=1C=2N(C=C(C1)C=1C=NN(C1C)C1CCN(CC1)C(COC)C)N=CC2C#N